(2R)-2-(9H-fluoren-9-yl-methoxycarbonyl-amino)-3-methyl-butanoic acid C1=CC=CC=2C3=CC=CC=C3C(C12)N([C@@H](C(=O)O)C(C)C)C(=O)OC